N-(2-((R)-azetidine-2-carbonyl)-3-((2,3',5'-trifluoro-[1,1'-biphenyl]-3-yl)methyl)-2-azabicyclo[4.1.0]heptan-4-yl)methanesulfonamide N1[C@H](CC1)C(=O)N1C2CC2CC(C1CC=1C(=C(C=CC1)C1=CC(=CC(=C1)F)F)F)NS(=O)(=O)C